NC1=C(C(=O)NC23CCC(CC2)(CC3)O)C=C(C=N1)C=1C=C3CCC2(CCN(CC2)C2CCOCC2)C3=CC1 2-amino-N-(4-hydroxybicyclo[2.2.2]oct-1-yl)-5-(1'-(tetrahydro-2H-pyran-4-yl)-2,3-Dihydrospiro[indene-1,4'-piperidin]-5-yl)nicotinamide